2-(4-methyl-1,2,4-triazol-3-yl)-[1,1'-biphenyl]-4-carbonitrile CN1C(=NN=C1)C1=C(C=CC(=C1)C#N)C1=CC=CC=C1